BrCC=C 3-bromoprop-1-ene